Cl.FC1C(CNC1)O 4-fluoropyrrolidin-3-ol hydrochloride